3-(5,5-dimethyl-1,3-dioxan-2-yl)-5-fluoro-4-hydroxybenzoic acid CC1(COC(OC1)C=1C=C(C(=O)O)C=C(C1O)F)C